(S)-2-(4-(2-(1-Cyclopropylethyl)-1-oxoisoindolin-5-yl)pyridin-2-yl)-N,5-dimethyl-1H-imidazole-4-carboxamide C1(CC1)[C@H](C)N1C(C2=CC=C(C=C2C1)C1=CC(=NC=C1)C=1NC(=C(N1)C(=O)NC)C)=O